OC=1C=C2CC[C@@H]([C@@H](C2=CC1)C1=CC=C(C=C1)N1CCC(CC1)CN1CC[C@@H]2N(CC[C@@H]21)C=2C=C(C=CC2)C2C(NC(CC2)=O)=O)C2=CC=CC=C2 3-(3-((3aS,6aS)-4-((1-(4-((1R,2S)-6-hydroxy-2-phenyl-1,2,3,4-tetrahydronaphthalen-1-yl)phenyl)piperidin-4-yl)methyl)hexahydropyrrolo[3,2-b]pyrrol-1(2H)-yl)phenyl)piperidine-2,6-dione